C(C)(C)OC1=CC=C(N=N1)C=1C(=CC(=NC1)NC(C)=O)NC1=NC(=CC(=C1)C)S(=O)(=O)C N-(5-(6-isopropoxypyridazin-3-yl)-4-((4-methyl-6-(methylsulfonyl)pyridin-2-yl)amino)pyridin-2-yl)acetamide